C(C)NNC(CCCCCC(C(=O)[NH-])C1=CC=CC=C1)=O 8-(2-ethylhydrazino)-8-oxo-N-phenyloctanoyl-amide